Triphenyl-stibin C1(=CC=CC=C1)[Sb](C1=CC=CC=C1)C1=CC=CC=C1